FC1=C(C(=O)NC2=NC(=NC(=N2)C)N(CCCCC2CN(CCC2)C(=O)OC(C)(C)C)CC2=CC=C(C=C2)OC)C=CC(=C1)I tert-butyl 3-(4-((4-(2-fluoro-4-iodobenzamido)-6-methyl-1,3,5-triazin-2-yl)(4-methoxybenzyl)amino)butyl)piperidine-1-carboxylate